N-butyl-N'-vinylimidazolium 4-vinylbenzenesulfonate C(=C)C1=CC=C(C=C1)S(=O)(=O)[O-].C(CCC)N1C=[N+](C=C1)C=C